methyl (E)-2-[2-[[(Z)-[1-(2,4-dichlorophenyl)-2-methoxy-ethylidene]amino]oxymethyl]-3-methyl-phenyl]-3-methoxy-prop-2-enoate ClC1=C(C=CC(=C1)Cl)/C(/COC)=N/OCC1=C(C=CC=C1C)/C(/C(=O)OC)=C\OC